1-methyl-1H-imidazo[4,5-b]pyridin CN1C=NC2=NC=CC=C21